tert-butyl (5-amino-2-(methylcarbamoyl)phenyl)carbamate NC=1C=CC(=C(C1)NC(OC(C)(C)C)=O)C(NC)=O